2-(4-(3-(1-(5-chloropyrimidin-2-yl)piperidin-4-yl)propoxy)-2-fluorophenyl)-1-(7-((2S,3S,4R)-2,3,4,5-tetrahydroxypentyl)-2,7-diazaspiro[4.4]nonan-2-yl)ethan-1-one ClC=1C=NC(=NC1)N1CCC(CC1)CCCOC1=CC(=C(C=C1)CC(=O)N1CC2(CC1)CN(CC2)C[C@@H]([C@@H]([C@@H](CO)O)O)O)F